NC1=NC=2C=NC(=CC2C2=C1COC2)C(=O)N(C)CC2=NC=C(C=C2)C#N 4-amino-N-((5-cyano-2-pyridinyl)methyl)-N-methyl-1,3-dihydrofuro[3,4-c][1,7]naphthyridine-8-carboxamide